C(C)SC(NCCC[Si](C)(OCC)OCC)(NCCC[Si](OCC)(OCC)C)CCC[Si](OC)(OC)C methyldimethoxysilylpropylbis(methyldiethoxysilylpropylamino)methyl ethyl sulfide